2-(3H-carbazol-9-yl)dibenzothiophene C=1CCC=C2C3=CC=CC=C3N(C12)C1=CC2=C(SC3=C2C=CC=C3)C=C1